(3-(6-(4-(3H-imidazo[4,5-b]pyridin-7-yl)-1H-pyrazol-1-yl)pyridin-3-yl)-4,4,4-trifluorobutyl)cyclohexylamine N1=CNC2=NC=CC(=C21)C=2C=NN(C2)C2=CC=C(C=N2)C(CCNC2CCCCC2)C(F)(F)F